FC(OC1CC(C1)C(=O)NN)(F)F (1s,3s)-3-(trifluoromethoxy)cyclobutane-1-carbohydrazide